2-(2-bromopyridin-4-yl)propanoic Acid Methyl Ester COC(C(C)C1=CC(=NC=C1)Br)=O